(Z)-1-acetyl-3-((5-(tert-butyl)-1H-imidazol-4-yl)methylene)piperazine-2,5-dione C(C)(=O)N1C(/C(/NC(C1)=O)=C/C=1N=CNC1C(C)(C)C)=O